4'-((4-carbamoylpyridine-2,6-diyl)bis(1H-1,2,3-triazole-4,1-diyl))bis(2-hydroxybenzoic acid) C(N)(=O)C1=CC(=NC(=C1)C=1N=NN(C1)C=1C(=C(C(=O)O)C=CC1)O)C=1N=NN(C1)C=1C(=C(C(=O)O)C=CC1)O